C(C)(C)(C)OC(NC1(CC1)C=1C=C(C=CC1)C1=CC=CC=C1)=O tert-Butyl(1-([1,1'-biphenyl]-3-yl)cyclopropyl)carbamate